Di-tert-butyl(butane-1,4-diylbis(pyridazin-6,3-diyl))dicarbamate C(C)(C)(C)OC(NC=1N=NC(=CC1)CCCCC1=CC=C(N=N1)NC(OC(C)(C)C)=O)=O